ClC1=C(C(=C(C=C1OC)OC)Cl)C1=NC(=C2C=C(N=CC2=C1)N[C@@H]1COCC[C@@H]1NC(C=C)=O)OC N-((3S,4S)-3-((7-(2,6-dichloro-3,5-dimethoxyphenyl)-5-methoxy-2,6-naphthyridin-3-yl)amino)tetrahydro-2H-pyran-4-yl)acrylamide